4-(5-Cyano-2-methoxyphenyl)-N-(5-(4-(difluoromethyl)-3-fluorobenzoyl)-5,6-dihydro-4H-pyrrolo[3,4-d]thiazol-2-yl)-6-methyl-nicotinamide C(#N)C=1C=CC(=C(C1)C1=CC(=NC=C1C(=O)NC=1SC2=C(N1)CN(C2)C(C2=CC(=C(C=C2)C(F)F)F)=O)C)OC